2-({9,10-dimethoxy-4-oxo-6H,7H-pyrimido[4,3-a]isoquinolin-2-yl}(2,4,6-trimethylphenyl)amino)cyclopropane-1-carboxamide COC=1C=C2CCN3C(C2=CC1OC)=CC(=NC3=O)N(C3C(C3)C(=O)N)C3=C(C=C(C=C3C)C)C